6-((4-chloro-2-methylphenyl)amino)-1-(4-methoxyphenyl)-3-methyl-1,3-dihydro-2H-imidazo[4,5-c]pyridin-2-one ClC1=CC(=C(C=C1)NC1=CC2=C(C=N1)N(C(N2C2=CC=C(C=C2)OC)=O)C)C